ClC1=CC=C2C(=CC(=NC2=C1Cl)N1C(CCC1)CN1N=CC=C1C(=O)O)N1C=NC=C1 1-((1-(7,8-Dichloro-4-(1H-Imidazol-1-Yl)Quinolin-2-Yl)Pyrrolidin-2-Yl)Methyl)-1H-Pyrazole-5-Carboxylic Acid